N=1C=CN2C1C=C(C=C2)OCC21COC(C2)C1 4-((imidazo[1,2-a]pyridin-7-yloxy)methyl)-2-oxabicyclo[2.1.1]hexan